C(C)(C)(C)N[C@H]1CN(CC1)C=1N=CC(=NC1)C1=CC2=C(N=C(O2)C)C=C1O 6-{5-[(3R)-3-(tert-butylamino)pyrrolidin-1-yl]pyrazin-2-yl}-2-methyl-1,3-benzoxazol-5-ol